4-((3-(5-(2-hydroxyprop-2-yl)pyrazin-2-yl)-2-methoxyphenyl)amino)-5-propionylpyridine OC(C)(C)C=1N=CC(=NC1)C=1C(=C(C=CC1)NC1=CC=NC=C1C(CC)=O)OC